P(=O)(OC(C1=CC(=C(C(=C1)C(C)(C)C)O)C(C)(C)C)(CC)CC)([O-])[O-] diethyl-3,5-di-tert-butyl-4-hydroxybenzyl phosphate